ClC=1C=NN(C(C1C)=O)CC(=O)NC1=CC(=C(C=C1)C)S(NCCC1=NC=CC=C1)(=O)=O 2-(4-chloro-5-methyl-6-oxo-pyridazin-1-yl)-N-[4-methyl-3-[2-(2-pyridyl)ethylsulfamoyl]phenyl]acetamide